C(C1=CC=CC=C1)N1C2C(C3(N=CC2C(CC1)C3)C(=O)NCC3=CC=CC=C3)CC3=CC=CC=C3 4-benzyl-1-benzylaminocarbonyl-2-benzyl-4,10-diazatricyclo[5.3.1.03,8]undeca-9-ene